N-carbamimidoyl-2-(2,4-dichloro-3'-methoxy-[1,1'-biphenyl]-3-yl)acetamide C(N)(=N)NC(CC=1C(=C(C=CC1Cl)C1=CC(=CC=C1)OC)Cl)=O